C(C)OCCC1=NC2=CC=C(C=C2C(=C1C(=O)N)NC(C)C)C=1C=NNC1 2-ethoxyethyl-4-(isopropylamino)-6-(1H-pyrazol-4-yl)quinoline-3-carboxamide